[Na].CNC (dimethylamine) sodium